C(CCCCCCCCCCCCCCC)[Si](OC)(OC)OC hexadecyl-trimethyl-oxysilane